P(=O)([O-])([O-])[O-].F[Ca+].F[Ca+].F[Ca+] fluorocalcium phosphate